N-(2-methoxyethyl)imidodisulfuric acid disodium salt [Na+].[Na+].COCCN(S(=O)(=O)[O-])S(=O)(=O)[O-]